4-(3-(pyridin-4-ylcarbamoyl)-1-(tetrahydro-2H-pyran-2-yl)-1H-indazol-5-yl)-3,6-dihydropyridine-1(2H)-carboxylic acid tert-Butyl ester C(C)(C)(C)OC(=O)N1CCC(=CC1)C=1C=C2C(=NN(C2=CC1)C1OCCCC1)C(NC1=CC=NC=C1)=O